CC1=NC=2N(C(=C1)NC1CCN(CC1)C[C@@H]1CNCCO1)N=CC2C(C)C N-(5-methyl-3-(propan-2-yl)pyrazolo[1,5-a]pyrimidin-7-yl)-1-{[(2S)-morpholin-2-yl]methyl}piperidin-4-amine